NC=1C(=NN(C1)COCC[Si](C)(C)C)OCC1CC(C1)(O)C 3-(((4-amino-1-((2-(trimethylsilyl)ethoxy)methyl)-1H-pyrazol-3-yl)oxy)methyl)-1-methylcyclobutan-1-ol